C(C)C(CC1(CCCCC1)C(=O)NC1=C(C=CC=C1)SSC1=C(C=CC=C1)NC(=O)C1(CCCCC1)CC(CC)CC)CC bis[2-[1-(2-ethylbutyl)cyclohexylcarbonylamino]phenyl] disulfide